NC1=C2C(=NC=N1)N(N=C2C)C(C)C=2C(=C(C(=C(C2)Cl)F)C2CN(C2)C[C@@H](C)O)OC (2R)-1-(3-{3-[1-(4-amino-3-methyl-1H-pyrazolo[3,4-d]pyrimidin-1-yl)ethyl]-5-chloro-6-fluoro-2-methoxyphenyl}azetidin-1-yl)propan-2-ol